2-amino-5-acetamidophenol NC1=C(C=C(C=C1)NC(C)=O)O